4-(3-methyl-4-(methylsulfonyl)phenyl)-1-trityl-1H-pyrazolo[4,3-c]pyridine CC=1C=C(C=CC1S(=O)(=O)C)C1=NC=CC2=C1C=NN2C(C2=CC=CC=C2)(C2=CC=CC=C2)C2=CC=CC=C2